C1(CC1)CN1N=C2C3=C(CC4(C2=C1)CC4)OC(=C3C)C(=O)NC[C@@H]3OCCOC3 2'-(cyclopropylmethyl)-N-[(2S)-1,4-dioxan-2-ylmethyl]-8'-methyl-2',5'-dihydrospiro[cyclopropane-1,4'-furo[2,3-g]indazole]-7'-carboxamide